tert-butyl 6-chloropyridazine-3-carboxylate ClC1=CC=C(N=N1)C(=O)OC(C)(C)C